S1C(=CC2=C1C=CC=C2)C2=CC=C1C=CC(=CC1=C2)C2=CC=C(C=C2)N(C2=CC=C(C=C2)C=2OC1=C(N2)C=CC=C1)C1=CC=C(C=C1)C=1SC2=C(N1)C=CC=C2 {4-(7-benzothiophen-2-yl-naphthalen-2-yl)-phenyl}-(4-benzothiazole-2-yl-phenyl)-(4-benzoxazol-2-yl-phenyl)amine